C(C#CC)N1CCC(CC1)N1[C@@H](C(N(C=2C=NC(=NC12)NC1=C(C=C(C(=O)NC2CC2)C=C1)OC)C)=O)CC (R)-4-((8-(1-(2-butynyl)piperidin-4-yl)-7-ethyl-5-methyl-6-oxo-5,6,7,8-tetrahydropteridin-2-yl)amino)-N-cyclopropyl-3-methoxybenzamide